FC1=C(CN2N=C(C=C2C2=NOC=C2)COC2=NC=CC(N2)=O)C=CC=C1 2-(1-(2-fluorobenzyl)-5-(isoxazol-3-yl)-1H-pyrazol-3-yl)methoxypyrimidin-4(3H)-one